ClCCCCCCOCCOCCNC(=O)C1=CC=C(C(=O)N[C@@H](CCCCNC(C2=CC=C(C=C2)C(NCCOCCOCCCCCCCl)=O)=O)C(=O)ON2C(CCC2=O)=O)C=C1 2,5-dioxopyrrolidin-1-yl N2,N6-bis(4-((2-(2-((6-chlorohexyl)oxy)ethoxy)ethyl)carbamoyl)benzoyl)lysinate